N,N,N,N-tetramethyldiaminomethane CN(C)CN(C)C